(R)-2-(1-((3-(1-(4-aminophenyl)-1H-1,2,3-triazol-4-yl)imidazo[1,2-b]pyridazin-6-yl)amino)ethyl)-4-fluorophenol NC1=CC=C(C=C1)N1N=NC(=C1)C1=CN=C2N1N=C(C=C2)N[C@H](C)C2=C(C=CC(=C2)F)O